(1R,4R)-tert-butyl 5-(1-(2,6-dioxopiperidin-3-yl)-3-methyl-2-oxo-2,3-dihydro-1H-benzo[d]imidazol-4-yl)-2,5-diazabicyclo[2.2.1]heptane-2-carboxylate O=C1NC(CCC1N1C(N(C2=C1C=CC=C2N2[C@H]1CN([C@@H](C2)C1)C(=O)OC(C)(C)C)C)=O)=O